ClC=1C=C(C=CC1)N[C@H](CC(C)C)C(=O)N1[C@@H]2CC([C@H]([C@H]1C(=O)N[C@H](/C=C(\C(=O)OCC)/F)C[C@@H]1C(NCC1)=O)CC2)(F)F ethyl (S,E)-4-((1S,3S,4S)-2-((3-chlorophenyl)-D-leucyl)-5,5-difluoro-2-azabicyclo[2.2.2]octane-3-carboxamido)-2-fluoro-5-((R)-2-oxopyrrolidin-3-yl)pent-2-enoate